CCCCCCCCCCCCCC(=O)O[C@H](COC(=O)CCCCCCC/C=C\\CCCCCCCC)COP(=O)(O)O The molecule is a 1,2-diacyl-sn-glycerol 3-phosphate in which the acyl substituents at positions 1 and 2 are specified as oleoyl and tetradecanoyl respectively. It is a 1,2-diacyl-sn-glycerol 3-phosphate and a tetradecanoate ester. It derives from an oleic acid. It is a conjugate acid of a 1-oleoyl-2-myristoyl-sn-glycero-3-phosphate(2-).